O=C1N(C(C2C3C=CC(C12)O3)=O)CCNC(OC3=CC=C(C=C3)[N+](=O)[O-])=O 4-nitrophenyl (2-(1,3-dioxo-1,3,3a,4,7,7a-hexahydro-2H-4,7-epoxyisoindol-2-yl)ethyl)carbamate